N-[[6-[2-(3-methyloxetan-3-yl)acetyl]-6-azaspiro[2.5]octan-2-yl]methyl]furo[2,3-c]pyridine-2-carboxamide CC1(COC1)CC(=O)N1CCC2(C(C2)CNC(=O)C2=CC=3C(=CN=CC3)O2)CC1